dicarboxy fumarate C(\C=C\C(=O)OC(=O)O)(=O)OC(=O)O